C(C)(=O)C1=NN(C2=C(C=C(C=C12)C=1C=NC(=NC1)C)C)CC(=O)N1[C@@H]2C[C@@]2(C[C@H]1C(=O)NC1=NC(=CC=C1C)C(C)(F)F)C (1R,3S,5R)-2-(2-(3-acetyl-7-methyl-5-(2-methylpyrimidin-5-yl)-1H-indazol-1-yl)acetyl)-N-(6-(1,1-difluoroethyl)-3-methylpyridin-2-yl)-5-methyl-2-azabicyclo[3.1.0]hexane-3-carboxamide